((2-(2-oxa-6-azaspiro[3.3]hept-6-yl)-8-azaspiro[4.5]dec-8-yl)sulfonyl)-2-fluorobenzonitrile C1OCC12CN(C2)C2CC1(CC2)CCN(CC1)S(=O)(=O)C=1C(=C(C#N)C=CC1)F